C(C)(C)(C)NO N-(tert-butyl)hydroxylamine